Ethyl 6-(thiazolyl)picolinate S1C(=NC=C1)C1=CC=CC(=N1)C(=O)OCC